3-(6-{4-[1-(oxetan-3-yl)piperidin-4-yl]phenyl}-2-oxo-1,2-dihydroquinolin-3-yl)benzonitrile O1CC(C1)N1CCC(CC1)C1=CC=C(C=C1)C=1C=C2C=C(C(NC2=CC1)=O)C=1C=C(C#N)C=CC1